2-[(1R)-1-ethyl-2-hydroxy-2-methyl-propyl]-7-[4-(5-methyl-1,3,4-oxadiazol-2-yl)phenyl]isoindolin-1-one C(C)[C@H](C(C)(C)O)N1C(C2=C(C=CC=C2C1)C1=CC=C(C=C1)C=1OC(=NN1)C)=O